COCCNC1=NC2=CC(=CC=C2C=N1)C=1C=C(C=CC1)NC(C=C)=O N-(3-{2-[(2-methoxyethyl)amino]quinazolin-7-yl}phenyl)prop-2-enamide